C(C)(C)(C)C1=CC(=C(C(=C1)C)C(C(=O)NCC1=C2CN(C(C2=CC=C1)=O)C1C(NC(CC1)=O)=O)=O)C 2-(4-(tert-butyl)-2,6-dimethylphenyl)-N-((2-(2,6-dioxopiperidin-3-yl)-1-oxoisoindolin-4-yl)methyl)-2-oxoacetamide